D-(+)-Trehalose C([C@@H]1[C@H]([C@@H]([C@H]([C@H](O1)O[C@@H]2[C@@H]([C@H]([C@@H]([C@H](O2)CO)O)O)O)O)O)O)O